C(=O)(C=C)C(=C(C(=O)[O-])C)[N+](=O)[O-] Acrylnitryl-Methacrylat